OC1=CC=C(C=C1)N1C(CCC1)=O 1-(4-hydroxyphenyl)pyrrolidin-2-one